tert-butyl ((5-(4,5-dihydrofuran-2-yl)-7-(1-methyl-1H-pyrazol-4-yl)-4-oxo-3,4-dihydrophthalazin-1-yl)methyl)carbamate O1C(=CCC1)C1=C2C(NN=C(C2=CC(=C1)C=1C=NN(C1)C)CNC(OC(C)(C)C)=O)=O